2,8-dichloro-quinoline ClC1=NC2=C(C=CC=C2C=C1)Cl